1-(4-chloro-3-fluoropyridin-2-yl)-3-methoxypropan-1-ol ClC1=C(C(=NC=C1)C(CCOC)O)F